ClC1=C(C(=C2C=NNC2=C1)C1=C(C=2N=C(N=C(C2C=N1)N1C[C@@](CCC1)(O)C)OC[C@]12CCCN2C[C@@H](C1)F)F)\C=C/Cl (3R)-1-(7-(6-chloro-5-((Z)-2-chlorovinyl)-1H-indazol-4-yl)-8-fluoro-2-(((2R,7aS)-2-fluorotetrahydro-1H-pyrrolizin-7a(5H)-yl)methoxy)pyrido[4,3-d]pyrimidin-4-yl)-3-methylpiperidin-3-ol